N-(3-(3-(6-bromo-7-(((S)-1-(ethyl-sulfonyl)pyrrolidine-3-yl)amino)-1H-imidazo[4,5-b]pyridine-2-yl)-2,5-dimethyl-1H-pyrrol-1-yl)-2-methylphenyl)-2-(4-methylpiperazine-1-yl)acetamide BrC=1C(=C2C(=NC1)N=C(N2)C2=C(N(C(=C2)C)C=2C(=C(C=CC2)NC(CN2CCN(CC2)C)=O)C)C)N[C@@H]2CN(CC2)S(=O)(=O)CC